(R)-N-(3-chloro-4-(6-(1-methylcyclopropoxy)-9-((4-methylpyridin-2-yl)methyl)-9H-purin-8-yl)phenyl)-3-hydroxypyrrolidine-1-carboxamide ClC=1C=C(C=CC1C=1N(C2=NC=NC(=C2N1)OC1(CC1)C)CC1=NC=CC(=C1)C)NC(=O)N1C[C@@H](CC1)O